ClCC1=CN=CC(=N1)C1C(NC(CC1)=O)=O 3-(6-(Chloromethyl)pyrazin-2-yl)piperidine-2,6-dione